(3S,4S)-8-{8-[(2-amino-6-methylpyridin-4-yl)sulfanyl]imidazo[1,2-c]pyrimidin-5-yl}-3-methyl-2-oxa-8-azaspiro[4.5]decan-4-amine NC1=NC(=CC(=C1)SC=1C=2N(C(=NC1)N1CCC3([C@@H]([C@@H](OC3)C)N)CC1)C=CN2)C